1-(4-(5-Chloro-7-fluoro-6-(3-(methylamino)-1-isoquinolinyl)-2,1-benzothiazol-3-yl)-1-piperazinyl)-2-propen-1-one ClC=1C(=C(C=2C(=C(SN2)N2CCN(CC2)C(C=C)=O)C1)F)C1=NC(=CC2=CC=CC=C12)NC